ClC=1C=C(C=C(C1O)Cl)C(C)(CC)C1=CC(=C(C(=C1)Cl)O)Cl 2,2-bis(3,5-dichloro-4-hydroxyphenyl)butane